C(C)(=O)N1[C@H]([C@@H](N(CC1)C(C=C)=O)CC#N)C1=CC(=NC(=C1)Cl)C1=CC(=NC=N1)C(=O)NC |r| Racemic-trans-6-(4-(1-acetyl-4-acryloyl-3-(cyanomethyl)piperazin-2-yl)-6-chloropyridin-2-yl)-N-methylpyrimidine-4-carboxamide